Tert-Butyl 4-(6-bromopyridin-2-yl)-4-(((methylsulfonyl)oxy)methyl)piperidine-1-carboxylate BrC1=CC=CC(=N1)C1(CCN(CC1)C(=O)OC(C)(C)C)COS(=O)(=O)C